C(C1=CC=CC=C1)OC1=CC=C(NC2=C(C=NC3=CC(=C(C=C23)NC(C(=C)C2=CC=CC=C2)=O)OCC)C#N)C=C1 (E)-N-(4-(4-(benzyloxy)anilino)-3-cyano-7-ethoxyquinolin-6-yl)phenylacrylamide